formic acid phosphate P(=O)(O)(O)O.C(=O)O